5-((7-fluoro-2,3-dihydrobenzo[b][1,4]dioxin-5-yl)amino)-N-(methyl-d3)-7-((methyl-d3)amino)pyrazolo[1,5-a]pyrimidine-3-carboxamide FC=1C=C(C2=C(OCCO2)C1)NC1=NC=2N(C(=C1)NC([2H])([2H])[2H])N=CC2C(=O)NC([2H])([2H])[2H]